N-n-butylacrylamide CCCCNC(=O)C=C